C1(=CC=CC=C1)N(C1=NC=C(C=N1)C(=O)NCCCCCCC(=O)NO)C1=CC=CC=C1 2-(diphenylamino)-N-[7-(hydroxyamino)-7-oxoheptyl]-5-pyrimidine-carboxamide